(R)-2-fluoro-3-((1R,3R)-1-(4-(2-(3-(fluoromethyl)azetidin-1-yl)ethoxy)phenyl)-3-methyl-1,3,4,9-tetrahydro-2H-pyrido[3,4-b]indol-2-yl)-2-methylpropan-1-ol F[C@@](CO)(CN1[C@@H](C=2NC3=CC=CC=C3C2C[C@H]1C)C1=CC=C(C=C1)OCCN1CC(C1)CF)C